ClCOC(=O)OC1(CCCCC1)C(=O)[O-] [(chloromethoxy)carbonyl]oxylcyclohexane-1-carboxylate